N-(5-hydroxy-3,4,6-trimethylpyridin-2-yl)-3-methylbenzofuran-2-carboxamide OC=1C(=C(C(=NC1C)NC(=O)C=1OC2=C(C1C)C=CC=C2)C)C